C(C)(C)(C)/C(/C(=O)OO)=C/C(=O)O t-butyl-peroxymaleic acid